C(C)(C)(C)OCC(C)O 1-t-butoxy-2-propanol